4-((4-((2-hydroxycyclopentyl)oxy)-5-(trifluoromethyl)pyrimidin-2-yl)amino)benzenesulfonamide OC1C(CCC1)OC1=NC(=NC=C1C(F)(F)F)NC1=CC=C(C=C1)S(=O)(=O)N